C(=O)N1CCCCCC1 N-formylhexamethyleneimine